6-methyl-5-[7-[(3R)-1-methyl-3-piperidyl]imidazo[4,5-c]pyridazin-3-yl]-2,3-dihydrobenzofuran-4-ol CC=1C=C2C(CCO2)=C(C1C1=CC2=C(N=N1)N(C=N2)[C@H]2CN(CCC2)C)O